ClC[C@H]1CN(CC1)C1=CC=C2C(=NN(C2=C1)C)C1C(NC(CC1)=O)=O 3-(6-((R)-3-(chloromethyl)pyrrolidin-1-yl)-1-methyl-1H-indazol-3-yl)piperidine-2,6-dione